N-(1-oxoisoindolin-5-yl)nicotinamide O=C1NCC2=CC(=CC=C12)NC(C1=CN=CC=C1)=O